N-[(1R,3s,5S)-8-Azabicyclo[3.2.1]octan-3-yl]-N-methyl-5-[5-(1H-pyrazol-4-yl)pyrazin-2-yl][1,3]thiazolo[5,4-d][1,3]thiazol-2-amin [C@H]12CC(C[C@H](CC1)N2)N(C=2SC=1N=C(SC1N2)C2=NC=C(N=C2)C=2C=NNC2)C